(2-(1-methyl-1H-pyrazol-4-yl)oxazol-5-yl)methanone CN1N=CC(=C1)C=1OC(=CN1)C=O